OS(=O)(=O)C(F)(F)F.C(C1=CC=CC=C1)=O benzaldehyde triflate